chloro(dimethyl)hexylsilane Cl[Si](CCCCCC)(C)C